Cl.FC1=CC=C(C=C1)N1CCNCC1 1-(4-fluorophenyl)piperazine hydrochloride